2-(1-(2-methoxyethyl)-1H-benzo[d]imidazol-2-yl)ethan-1-amine COCCN1C(=NC2=C1C=CC=C2)CCN